7-oxabicyclo[4.1.0]heptane-3,4-dicarboxylic acid bis(2-ethylhexyl) ester C(C)C(COC(=O)C1CC2OC2CC1C(=O)OCC(CCCC)CC)CCCC